C(C)(C)(C)S(=O)N=C(C)C1=CC(=NN1C)C(=O)N(C)C 5-(1-((tert-butylsulfinyl)imino)ethyl)-N,N,1-trimethyl-1H-pyrazole-3-carboxamide